[Si](C1=CC=CC=C1)(C1=CC=CC=C1)(C(C)(C)C)OCCS(=O)(=O)CC(CCCC(C(=O)O)(C)C1=CC(=CC=C1)CCC(C(=O)OC)C)(C)C 7-((2-((tert-butyldiphenylsilyl)oxy)ethyl)sulfonyl)-2-(3-(4-methoxy-3-methyl-4-oxobutyl)phenyl)-2,6,6-trimethylheptanoic acid